6-(2,2,2-trifluoroethoxy)pyrazin FC(COC1=CN=CC=N1)(F)F